ClC=1C=C(C=C(C1)Cl)C=1C(=C(C=CC1)C1=C(C=NC=C1)CNC(=O)N)S(=O)(=O)N1CCNCC1 4-(3,5-dichlorophenyl-(piperazine-1-sulfonyl)phenyl)-1-(pyridin-3-ylmethyl)urea